1-Octanthiol C(CCCCCCC)S